N-(2,2-dimethoxyethyl)-benzamide COC(CNC(C1=CC=CC=C1)=O)OC